ClC=1C2=C(N=C(N1)C(F)F)C=C(C=N2)C=C 4-chloro-2-(difluoromethyl)-7-vinylpyrido[3,2-d]pyrimidine